1-(4-(4-ethoxyphenyl)thiophen-2-yl)ethan-1-one C(C)OC1=CC=C(C=C1)C=1C=C(SC1)C(C)=O